C(CCCCCCCCCCCCCCC(C)C)(=O)[O-].[Mg+2].C(CCCCCCCCCCCCCCC(C)C)(=O)[O-] Magnesium isostearate